methyl 4-bromo-2-isopropylindazole-7-carboxylate BrC=1C2=CN(N=C2C(=CC1)C(=O)OC)C(C)C